(1S)-2,2-dimethyl-5-oxocyclohexane-1-carbaldehyde CC1([C@H](CC(CC1)=O)C=O)C